C(C)(C)(C)OC(=O)N1[C@H](C[C@@H](C1)N1N=C(C=2C1=NC=NC2N)C#CC2=CC1=C(N(C(=N1)C)C)C=C2)COC (2R,4S)-4-(4-amino-3-((1,2-dimethyl-1H-benzo[d]imidazol-5-yl)ethynyl)-1H-pyrazolo[3,4-d]pyrimidin-1-yl)-2-(methoxymethyl)pyrrolidine-1-carboxylic acid tert-butyl ester